4-tert-butoxycarbonylpiperazine C(C)(C)(C)OC(=O)N1CCNCC1